(S)-5-amino-4-(5-(1-aminoisoquinolin-3-yl)-1-oxoisoindolin-2-yl)-5-oxopentanoic acid tert-butyl ester C(C)(C)(C)OC(CC[C@@H](C(=O)N)N1C(C2=CC=C(C=C2C1)C=1N=C(C2=CC=CC=C2C1)N)=O)=O